C(CC)C1=NC(=NC(=N1)C(Cl)(Cl)Cl)C(Cl)(Cl)Cl 2-n-propyl-4,6-bis(trichloromethyl)s-triazine